N-cyclohexyl-aminomethyltriethoxysilane Copper disodium [Na].[Na].[Cu].C1(CCCCC1)NC[Si](OCC)(OCC)OCC